2,3-di-2-ethylhexyl-phenol CCC(CC1=C(C=CC=C1)O)C(CCC)CC